1-(4,5-dihydro-1H-imidazol-2-yl)-3,5-dimethyl-1H-pyrazole hydrobromide Br.N1C(=NCC1)N1N=C(C=C1C)C